C1C(C2CO2)O1 1,2:3,4-diepoxybutane